tert-Butyl N-(4-bromo-7-fluoro-benzofuran-2-yl)carbamate Ethyl-4-bromo-7-fluoro-benzofuran-2-carboxylate C(C)OC(=O)C=1OC2=C(C1)C(=CC=C2F)Br.BrC2=CC=C(C1=C2C=C(O1)NC(OC(C)(C)C)=O)F